(4-bromophenyl)-2-fluoro-propionic acid ethyl ester C(C)OC(C(C)(F)C1=CC=C(C=C1)Br)=O